CN1N=C2[C@@H](N(CCC2=C1C1=NN(C(=C1)C(F)(F)F)C)C(=O)C1=CC(=NC2=CC=CC=C12)OC)C (S)-(2,7-Dimethyl-3-(1-methyl-5-(trifluoromethyl)-1H-pyrazol-3-yl)-2,4,5,7-tetrahydro-6H-pyrazolo[3,4-c]pyridin-6-yl)(2-methoxyquinolin-4-yl)methanone